ClC1=C(C2=C(OCOC2)C=C1)CCN1CCC(CC1)CC1=CC(=CC=C1)OC 1-(2-(6-chlorobenzo[d][1,3]dioxan-5-yl)ethyl)-4-(3-methoxybenzyl)piperidine